FC(COC=1C(=C(C=O)C=C(C1)F)NC1=CC=C(C=C1)OC(F)F)F (2,2-difluoroethoxy)-2-((4-(difluoromethoxy)phenyl)amino)-5-fluorobenzaldehyde